BrC1=CN=C2N1C=C(C=C2)S(=O)(=O)C(C)(C)C 3-bromo-6-(2-methyl-propane-2-sulfonyl)-imidazo[1,2-a]pyridine